tert-butyl 2-((4-methoxybenzyl) thio)-5H-pyrrolo[2,3-b]pyrazine-5-carboxylate COC1=CC=C(CSC=2N=C3C(=NC2)N(C=C3)C(=O)OC(C)(C)C)C=C1